bis(4-hydroxy-3,5-dimethyl-phenyl)ethanoic acid OC1=C(C=C(C=C1C)C(C(=O)O)C1=CC(=C(C(=C1)C)O)C)C